FC(C1=CC=C(OC2=CC=C3CCN(CC3=C2)CCC(=O)N)C=C1)(F)F 3-(7-(4-(trifluorometh-yl)phenoxy)-3,4-dihydro-isoquinolin-2(1H)-yl)-propanamide